[B]1CCCCOON1 Dioxazaborocane